FC1=C(C(=CC=C1)[N+](=O)[O-])N1CCC(CC1)CN1C(COCC1C)C 4-((1-(2-fluoro-6-nitrophenyl)piperidin-4-yl)methyl)-3,5-dimethylmorpholine